ClC=1C=C(NC2(CCC3(C(CC4=CC=CC=C34)C[C@H](COC3=C4C(=NC=C3)CC[C@H]4CC)C)CC2)C(=O)O)C=CC1 4-(3-Chloroanilino)-2'-[(2R)-3-{[(5R)-5-ethyl-6,7-dihydro-5H-cyclopenta[b]pyridin-4-yl]oxy}-2-methylpropyl]-2',3'-dihydrospiro[cyclohexane-1,1'-indene]-4-carboxylic acid